COC1=C(CC(N)C)C=CC2=C1OCO2 2-methoxy-3,4-methylenedioxy-amphetamine